3-(4-(4-methoxyphenoxy)phenyl)-3-oxopropanamide COC1=CC=C(OC2=CC=C(C=C2)C(CC(=O)N)=O)C=C1